((6-chloro-2,3-dihydrobenzofuran-5-yl)amino)-7-methyl-9-(tetrahydro-2H-pyran-4-yl)-7,9-dihydro-8H-purin-8-one ClC1=CC2=C(CCO2)C=C1NC1=NC=C2N(C(N(C2=N1)C1CCOCC1)=O)C